1-(3-dimethylaminopropyl)-3-ethylcarbodiimide hydrochloride HCl Cl.Cl.CN(CCCN=C=NCC)C